CC1=C(C(=CC=C1)C)C1=NC(=NC(=C1)OC1CNCC(C1)C1=CC=CC=C1)NS(=O)(=O)C=1C=C(C(=O)O)C=CC1 3-[[4-(2,6-dimethylphenyl)-6-[(5-phenyl-3-piperidyl)oxy]pyrimidin-2-yl]sulfamoyl]benzoic acid